1-(3-Ethylquinuclidin-3-yl)-3-(1-(4'-(2-methoxyethoxy)-[1,1'-biphenyl]-4-yl)cyclopropyl)urea C(C)C1(CN2CCC1CC2)NC(=O)NC2(CC2)C2=CC=C(C=C2)C2=CC=C(C=C2)OCCOC